CN(C(C(=O)C1=CC=C(C=C1)N1CCOCC1)(CC)CC1=CC=C(C=C1)C)C 2-Dimethylamino-2-(4-methylbenzyl)-1-(4-morpholin-4-yl-phenyl)-butan-1-on